2-methylfumaric acid C/C(/C(=O)O)=C\C(=O)O